FC(C(=O)O)(F)F.CN(CCC=1C(NC2=CC=CC(=C2C1)O)=O)C 3-(2-(dimethylamino)ethyl)-5-hydroxyquinolin-2(1H)-one trifluoroacetate